N1CC(C1)OC=1C=CC(=C(C(=O)N[C@H](C)C2=CC(=CC=C2)C=2SC(=CC2)CN[C@@H]2C[C@@H](CC2)C(=O)N2CC(C2)C=2C=NC=CC2)C1)C 5-(azetidin-3-yloxy)-2-methyl-N-((R)-1-(3-(5-((((1S,3R)-3-(3-(pyridin-3-yl)azetidine-1-carbonyl)cyclopentyl)amino)methyl)thiophen-2-yl)phenyl)ethyl)benzamide